2-(2-(tert-butyl)-5-methylphenoxy)-N-(4-hydroxyphenyl)acetamide C(C)(C)(C)C1=C(OCC(=O)NC2=CC=C(C=C2)O)C=C(C=C1)C